Fluoro-5-methyltetrahydrofolate FC(C(=O)[O-])C[C@@H](C(=O)O)NC(=O)C1=CC=C(NCC2CNC=3N=C(N)NC(=O)C3N2C)C=C1